C(C(=C)CC(=O)[O-])(=O)OC Monomethyl Itaconate